COC(C1=C(C=C(C=C1)NC(=O)C1CCN(CC1)C(C[C@H]1C=2N(C3=C(C(=N1)C1=CC=C(C=C1)Cl)C(=C(S3)C)C)C(=NN2)C)=O)I)=O (S)-4-(1-(2-(4-(4-chlorophenyl)-2,3,9-trimethyl-6H-thieno[3,2-f][1,2,4]triazolo[4,3-a][1,4]diazepin-6-yl)acetyl)piperidine-4-carboxamido)-2-iodobenzoic acid methyl ester